(2S,4r)-4-hydroxy-1-[(2S)-2-(4-isopropenyltriazol-1-yl)-3,3-dimethyl-butyryl]-N-methyl-pyrrolidine-2-carboxamide O[C@@H]1C[C@H](N(C1)C([C@H](C(C)(C)C)N1N=NC(=C1)C(=C)C)=O)C(=O)NC